2-amino-5-(4-chlorophenyl)-6-ethylpyrimidin-4(5H)-one NC=1N=C(C(C(N1)=O)C1=CC=C(C=C1)Cl)CC